CN1C(C(=C(C(=C1)C)[O-])NC(N[C@@H](CC(=O)[O-])C=1SC=C(C1)C1=C(C=CC=C1C)C)=O)=O.[Na+].[Na+] sodium (S)-3-(3-(1,5-dimethyl-4-oxido-2-oxo-1,2-dihydropyridin-3-yl)ureido)-3-(4-(2,6-dimethyl phenyl)thiophen-2-yl)propanoate